(3S)-1,1-dimethyl-5,7-dioxoindolizine-3-carboxylic acid methyl ester COC(=O)C1=CC(C2=CC(CC(N12)=O)=O)(C)C